4-(1-imidazolyloxy)butanoic acid N1(C=NC=C1)OCCCC(=O)O